N[C@H]1COCC[C@@H]1O (3S,4S)-3-aminotetrahydro-2H-pyran-4-ol